FCC=1C=NN(C1)C1=NC=C(C(=O)NC=2C=NC(=NC2)N2[C@H](CN(CC2)C2=NC=CC=C2)COC)C=C1 (R)-6-(4-(fluoromethyl)-1H-pyrazol-1-yl)-N-(2-(2-(methoxymethyl)-4-(pyridin-2-yl)piperazin-1-yl)pyrimidin-5-yl)nicotinamide